(R)-1-tert-butyl 3-methyl 3-methyl-4-oxopiperidine-1,3-dicarboxylate C[C@]1(CN(CCC1=O)C(=O)OC(C)(C)C)C(=O)OC